COC([C@H](NC(=O)OCC1=CC=CC=C1)CCO)=O ((Benzyloxy)carbonyl)-D-homoserine methyl ester